C(C)OC=1C=C(C=CC1OC)[C@@H](CS(=O)(=O)C)N1C(C2=CC=CC=C2C1=O)=O 2-[(1S)-1-(3-ethoxy-4-methoxyphenyl)-2-methylsulfonyl-ethyl]-2,3-dihydro-1H-isoindole-1,3-dione